tert-Butyl 3-(5-(methylsulfonyl)-7-(thiazol-2-yl)benzo[d]oxazol-2-yl)-3,6-diazabicyclo[3.1.1]heptane-6-carboxylate CS(=O)(=O)C=1C=C(C2=C(N=C(O2)N2CC3N(C(C2)C3)C(=O)OC(C)(C)C)C1)C=1SC=CN1